N-[[2-[(1-bicyclo[1.1.1]pentylamino)methyl]-1H-indol-6-yl]methyl]-4-oxo-pyrido[1,2-a]pyrimidine-2-carboxamide C12(CC(C1)C2)NCC=2NC1=CC(=CC=C1C2)CNC(=O)C=2N=C1N(C(C2)=O)C=CC=C1